2,3-dihydro-benzo[b][1,4]dioxine-6-carboxylic acid O1C2=C(OCC1)C=C(C=C2)C(=O)O